1-((S)-3-cyano-2-methylpropyl)-1H-pyrrole C(#N)C[C@@H](CN1C=CC=C1)C